methyl 4-methoxy-[1,1'-biphenyl]-3-carboxylate COC1=C(C=C(C=C1)C1=CC=CC=C1)C(=O)OC